6-methoxythieno[2,3-b]pyridine COC1=CC=C2C(=N1)SC=C2